N1C(=NC2=C1C=CC=C2)CCNCC2=NN(C(=C2)C(=O)NCC2=NC=CC=C2F)C 3-({[2-(1H-1,3-Benzodiazol-2-yl)ethyl]amino}methyl)-N-[(3-fluoropyridin-2-yl)methyl]-1-methyl-1H-pyrazole-5-carboxamide